1-(4-(5-methoxy-4-((3-methyl-4-((1-methyl-1H-benzo[d][1,2,3]triazol-5-yl)oxy)phenyl)amino)quinazolin-6-yl)piperazin-1-yl)prop-2-en-1-one COC1=C2C(=NC=NC2=CC=C1N1CCN(CC1)C(C=C)=O)NC1=CC(=C(C=C1)OC1=CC2=C(N(N=N2)C)C=C1)C